((4-(difluoromethoxy)-2-fluorophenyl)amino)-2-(2-hydroxyethoxy)-5,7-dimethyl-3,4-dihydro-2,7-naphthyridine-1,6(2H,7H)-dione FC(OC1=CC(=C(C=C1)NC1N(C(C2=CN(C(C(=C2C1)C)=O)C)=O)OCCO)F)F